C(=O)O.CC1C(C1)(C)C methyl-2,2-dimethylcyclopropane formate